3-((4-bromophenyl)sulfonamido)-N-(pyridin-2-yl)benzamide BrC1=CC=C(C=C1)S(=O)(=O)NC=1C=C(C(=O)NC2=NC=CC=C2)C=CC1